3-{[3-(2,5-dimethylphenyl)-8-methoxy-2-oxo-1-azaspiro[4.5]dec-3-en-4-yl]oxy}-N-[2-(2,6-dioxopiperidin-3-yl)-1,3-dioxoisoindol-4-yl]propionamide Aluminium [Al].CC1=C(C=C(C=C1)C)C=1C(NC2(C1OCCC(=O)NC1=C3C(N(C(C3=CC=C1)=O)C1C(NC(CC1)=O)=O)=O)CCC(CC2)OC)=O